C1(=CC(=CC=C1)C1=NC(=NC=C1F)N[C@@H]1CC[C@H](CC1)O)C1=CC=CC=C1 trans-4-((4-([1,1'-biphenyl]-3-yl)-5-fluoropyrimidin-2-yl)amino)cyclohexan-1-ol